BrC=1SC(=CC1C(C)O)Br (2,5-dibromo-3-thienyl)ethanol